3-(4-chlorobenzyl)-2-oxocyclopentanecarboxylic acid methyl ester COC(=O)C1C(C(CC1)CC1=CC=C(C=C1)Cl)=O